ClC1=C(C=CC=C1)CC(=O)NC=1C=C(C=C(C1)C(F)(F)F)NC(=O)[N-]C1=C[N+](=NO1)C1CCC(CC1)CN(C)C ((3-(2-(2-Chlorophenyl)acetamido)-5-(trifluoro-methyl)phenyl)carbamoyl)(3-((1R,4R)-4-((dimethylamino)methyl)cyclohexyl)-1,2,3-oxadiazol-3-ium-5-yl)amide